FC1(CCN(CC1)C1=NC(=NC=N1)C=1C=NN(C1)C1=C(C=C(N)C=C1)N1CCC2(CC2)CC1)F 4-(4-(4-(4,4-difluoropiperidin-1-yl)-1,3,5-triazin-2-yl)-1H-pyrazol-1-yl)3-(6-azaspiro[2.5]oct-6-yl)aniline